Pyridyl-Isoxazole N1=C(C=CC=C1)C1=NOC=C1